(2R,4S)-tert-butyl 4-(5-bromo-7-chloro-2H-benzo[b][1,4]oxazin-4(3H)-yl)-2-(((tetrahydro-2H-pyran-2-yl)oxy)methyl)pyrrolidine-1-carboxylate BrC1=CC(=CC=2OCCN(C21)[C@H]2C[C@@H](N(C2)C(=O)OC(C)(C)C)COC2OCCCC2)Cl